CC1(OC(C(O1)C(=O)OCCCCCCCCCCCC)C(=O)OCCCCCCCCCCCC)C didodecyl 2,2-dimethyl-1,3-dioxolane-4,5-dicarboxylate